3-[5-[3-[4-[(3R,5R)-5-[(5-bromo-1-methyl-6-oxo-pyridazin-4-yl)amino]-1-methyl-3-piperidyl]benzoyl]-3,9-diazaspiro[5.5]undecan-9-yl]-3-methyl-2-pyridyl]piperidine-2,6-dione BrC1=C(C=NN(C1=O)C)N[C@@H]1C[C@@H](CN(C1)C)C1=CC=C(C(=O)N2CCC3(CC2)CCN(CC3)C=3C=C(C(=NC3)C3C(NC(CC3)=O)=O)C)C=C1